2-bromo-4-(bromomethyl)benzo[b]thiophene BrC1=CC2=C(S1)C=CC=C2CBr